1-bromo-4-(3-phenylpropylsulfonyl)benzene BrC1=CC=C(C=C1)S(=O)(=O)CCCC1=CC=CC=C1